C(C)(C)(C)OC(N[C@H](C(=O)NCC1=CC=C(C=C1)OCC1=C(C=CC=C1)F)CC)=O (S)-(1-((4-((2-fluorobenzyl)oxy)benzyl)amino)-1-oxobutan-2-yl)carbamic acid tert-butyl ester